4-methoxybenzoic acid (4-benzylidene-2-pentyl) ester C(C1=CC=CC=C1)=C(CC(C)OC(C1=CC=C(C=C1)OC)=O)C